5-(4-{[(Ethylcarbamoyl)amino]methyl}-2-{[(3R)-3-methyl-3,4-dihydroisoquinolin-2(1H)-yl]carbonyl}phenyl)-N-(4-hydroxyphenyl)-N,1,2-trimethyl-1H-pyrrole-3-carboxamide C(C)NC(=O)NCC1=CC(=C(C=C1)C1=CC(=C(N1C)C)C(=O)N(C)C1=CC=C(C=C1)O)C(=O)N1CC2=CC=CC=C2C[C@H]1C